C(C1=CC=CC=C1)OC1=C2C(=NNC2=CC=C1)N1C(C2=CC=CC=C2C1=O)=O 2-(4-benzyloxy-1H-3-indazolyl)-isoindoline-1,3-dione